CN(C(=O)C=1C=NN2C1CN(CC2)C(=O)C=2NC1=CC(=C(C=C1C2)F)Cl)C2(CC2)C2=CC=C(C(=O)O)C=C2 4-{1-[N-methyl-5-(6-chloro-5-fluoro-1H-indole-2-carbonyl)-4H,5H,6H,7H-pyrazolo[1,5-a]pyrazine-3-amido]cyclopropyl}benzoic acid